ClC=1C=C(CNC2=CC(=C(C#N)C=C2)O)C=CC1Cl 4-(3,4-Dichloro-benzylamino)-2-hydroxy-benzonitrile